6-(4-Chloro-2-(4-methyl-4H-1,2,4-triazol-3-yl)phenyl)-2-(6-chloro-4-((cyclopentylamino)methyl)pyridin-2-yl)isoindolin-1-one ClC1=CC(=C(C=C1)C1=CC=C2CN(C(C2=C1)=O)C1=NC(=CC(=C1)CNC1CCCC1)Cl)C1=NN=CN1C